N1=C(C=CC(=C1)NC=1SC(=CN1)C(=O)NC1=C(C=CC=C1C)Cl)C1=NC=CC=C1 2-([2,2'-bipyridyl]-5-ylamino)-N-(2-chloro-6-methylphenyl)thiazole-5-carboxamide